((((1-chloroethoxy) carbonyl) oxy) methyl) propane-1,3-diylbis(2,2-dimethylpropionate) C(CCCC(C(=O)[O-])(C)C)CC(C(=O)OCOC(=O)OC(C)Cl)(C)C